tert-butyl (2s)-2-((2-(2,6-dioxopiperidin-3-yl)-1,3-dioxoisoindolin-4-yl)oxy)propanoate O=C1NC(CCC1N1C(C2=CC=CC(=C2C1=O)O[C@H](C(=O)OC(C)(C)C)C)=O)=O